(S)-7a-(hydroxymethyl)tetrahydro-1H-pyrrolizin-2(3H)-one OC[C@]12CCCN2CC(C1)=O